(S)-N-(3-bromo-4,5-difluorophenyl)-1-(1H-indole-2-carbonyl)pyrrolidine-3-carboxamide BrC=1C=C(C=C(C1F)F)NC(=O)[C@@H]1CN(CC1)C(=O)C=1NC2=CC=CC=C2C1